O1CCC(CC1)C1=C(C=CC=C1)S(=O)(=O)N (tetrahydro-2H-pyran-4-yl)benzenesulfonamide